4-((2-Aminoethyl)amino)-2-(2,6-dioxopiperidin-3-yl)isoindoline-1,3-dione NCCNC1=C2C(N(C(C2=CC=C1)=O)C1C(NC(CC1)=O)=O)=O